C(CCC)OC=1C=C(C=2C3C(C(OC2C1)(C)C)CC=C(C3)C)O 3-Butoxy-6,6,9-trimethyl-6a,7,10,10a-tetrahydrobenzo[c]chromen-1-ol